OC1=CC=C(C=C1)C(C=CC1=CC(=CC=C1)OC1=CC=CC=C1)=O 1-(4-Hydroxyphenyl)-3-(3-phenoxyphenyl)prop-2-en-1-one